tert-butyl 3-[8-fluoro-7-[7-(methoxymethoxy)tetralin-5-yl]-1-methyl-2-oxo-pyrido[4,3-d]pyrimidin-4-yl]-3,8-diazabicyclo[3.2.1]octane-8-carboxylate FC1=C(N=CC2=C1N(C(N=C2N2CC1CCC(C2)N1C(=O)OC(C)(C)C)=O)C)C1=C2CCCCC2=CC(=C1)OCOC